C(CC=C)OC1=C(C(=C(C=C1)C1=C(C(=C(C=C1)OCCCC)F)F)F)F 1-but-3-enyloxy-4-(4-butoxy-2,3-difluorophenyl)-2,3-difluorobenzene